BrC1=CC=2C(=CC=C3C(C(N(C23)C)=O)=O)C=C1 8-bromo-1-methyl-1H-benzo[g]indole-2,3-dione